COC=1C(=CC2=C(N=C(S2)NC(C2=CC=C(C=C2)S(=O)(=O)N2CCC3=CC=CC=C23)=O)C1)OC N-(5,6-dimethoxybenzo[d]thiazol-2-yl)-4-(indolin-1-ylsulfonyl)benzamide